5,5,6,6-tetramethyl-1,4-dioxane-2,3-dione CC1(OC(C(OC1(C)C)=O)=O)C